1-{4-[1-((R)-sec-butyl)-7-((R)-1-quinolin-3-yl-ethylamino)-1H-pyrazolo[4,3-d]pyrimidin-5-yl]-piperazin-1-yl}-ethanone [C@@H](C)(CC)N1N=CC=2N=C(N=C(C21)N[C@H](C)C=2C=NC1=CC=CC=C1C2)N2CCN(CC2)C(C)=O